FC(C1(CC1)CS(=O)(=O)C12CC(C1)(C2)C2CNC2)(F)F 3-[3-[[1-(trifluoromethyl)cyclopropyl]methylsulfonyl]-1-bicyclo[1.1.1]pentanyl]azetidine